methyl 2-((4-((6-((4-bromo-2-fluorophenoxy)methyl)pyridin-2-yl)oxy)piperidin-1-yl)methyl)-1-((1-ethyl-1H-imidazol-5-yl)methyl)-1H-benzo[d]imidazole-6-carboxylate BrC1=CC(=C(OCC2=CC=CC(=N2)OC2CCN(CC2)CC2=NC3=C(N2CC2=CN=CN2CC)C=C(C=C3)C(=O)OC)C=C1)F